3,3-dimethylbutylamino-3,5-bis(pivaloylamino)benzene CC(CCNC1=CC(=CC(=C1)NC(C(C)(C)C)=O)NC(C(C)(C)C)=O)(C)C